5'-(1-(4-amino-1,3-dihydrofurano[3,4-c][1,7]naphthyridine-8-yl)piperidin-2-yl)-7'-chloro-1'-methylspiro[cyclopropane-1,3'-indol]-2'-one NC1=NC=2C=NC(=CC2C2=C1COC2)N2C(CCCC2)C=2C=C1C3(C(N(C1=C(C2)Cl)C)=O)CC3